(10S)-13-chloro-5,10-dimethyl-7,11-dioxa-4,5,15,17,21,22-hexazatetracyclo[16.3.1.112,16.02,6]tricosa-1(22),2(6),3,12(23),13,15,18,20-octaene ClC=1C=2O[C@H](CCOC=3N(N=CC3C=3N=CC=C(NC(=NC1)C2)N3)C)C